N-(5-((6-((R)-3-(4-chlorophenyl)-isoxazolidine-2-yl)pyrimidine-4-yl)amino)-2-(4-((2S,6R)-2,6-dimethylmorpholino)piperidine-1-yl)-4-methoxy-phenyl)acrylamide ClC1=CC=C(C=C1)[C@@H]1N(OCC1)C1=CC(=NC=N1)NC=1C(=CC(=C(C1)NC(C=C)=O)N1CCC(CC1)N1C[C@@H](O[C@@H](C1)C)C)OC